4-Bromo-3,7,8,9,10,10a-hexahydro-2H-isochromeno[1,8-cd]azepin-9-ium chloride [Cl-].BrC1=C2CCOC3C[NH2+]CCC(=C32)C=C1